nickel-chromium-zinc-copper [Cu].[Zn].[Cr].[Ni]